N-[(3S,4R)-3-fluoro-1-methylpiperidin-4-yl]-2-{5-[({thieno[3,2-c]pyridin-4-yl}amino)methyl]-1,2,4-oxadiazol-3-yl}-1-(2,2,2-trifluoroethyl)-1H-indol-4-amine F[C@H]1CN(CC[C@H]1NC=1C=2C=C(N(C2C=CC1)CC(F)(F)F)C1=NOC(=N1)CNC1=NC=CC2=C1C=CS2)C